FC=1C=C2CCCC(C2=C(C1)F)C(=O)N1CC(C(C12C=CCC2)O)(F)F (6,8-difluoro-1,2,3,4-tetrahydronaphthalen-1-yl)(3,3-difluoro-4-hydroxy-1-azaspiro[4.4]nonen-1-yl)methanone